N,N-dimethyl-4-morpholino-2-[(2E)-2-(m-tolylmethylene)hydrazino]thieno[2,3-d]pyrimidine-6-carboxamide CN(C(=O)C1=CC2=C(N=C(N=C2N2CCOCC2)N/N=C/C=2C=C(C=CC2)C)S1)C